benzene-1,3,5-triacetic acid C1(=CC(=CC(=C1)CC(=O)O)CC(=O)O)CC(=O)O